C1(CC1)CNCC=1C=C2C(N(C=NC2=C(C1)C(F)(F)F)C1=CC(=CC=C1)C1(CC(C1)(F)F)C1=NN=CN1C)=O 6-(((Cyclopropylmethyl)amino)methyl)-3-(3-(3,3-difluoro-1-(4-methyl-4H-1,2,4-triazol-3-yl)cyclobutyl)phenyl)-8-(trifluoromethyl)quinazolin-4(3H)-one